[C@@H]12OC[C@@H](N(C1)C=1SC(=C(N1)Cl)C=O)C2 2-((1S,4S)-2-Oxa-5-azabicyclo[2.2.1]heptan-5-yl)-4-chlorothiazole-5-carbaldehyde